N-(cyclohexylmethyl)-1-(4-{4-[2-(pyridin-2-yl)acetamido]-1H-1,2,3-triazol-1-yl}butyl)-1H-1,2,3-triazole-4-carboxamide C1(CCCCC1)CNC(=O)C=1N=NN(C1)CCCCN1N=NC(=C1)NC(CC1=NC=CC=C1)=O